tert-butyl 3-[6-[8-ethynyl-3-(methoxymethoxy)-1-naphthyl]-5-fluoro-3,4-dimethyl-2,7-naphthyridin-1-yl]-3,8-diazabicyclo[3.2.1]octane-8-carboxylate C(#C)C=1C=CC=C2C=C(C=C(C12)C=1C(=C2C(=C(N=C(C2=CN1)N1CC2CCC(C1)N2C(=O)OC(C)(C)C)C)C)F)OCOC